6-(2-(4-(difluoromethyl)-1-(2-(trifluoromethyl)phenyl)-1H-pyrazol-5-yl)-7-azaspiro[3.5]non-1-en-7-yl)-1-methyl-1H-indole-3-carboxylic acid FC(C=1C=NN(C1C1=CC2(C1)CCN(CC2)C2=CC=C1C(=CN(C1=C2)C)C(=O)O)C2=C(C=CC=C2)C(F)(F)F)F